3-(6-fluoro-5-(2-(1-(4-nitrophenyl)piperidin-4-yl)-2,8-diazaspiro[4.5]decan-8-yl)-1-oxoisoindolin-2-yl)piperidine-2,6-dione FC1=C(C=C2CN(C(C2=C1)=O)C1C(NC(CC1)=O)=O)N1CCC2(CCN(C2)C2CCN(CC2)C2=CC=C(C=C2)[N+](=O)[O-])CC1